FC(C(=O)O)(F)F.FC(C(=O)O)(F)F.C(C)(C)(C)NC1CN(CC1)C=1N=NC(=CN1)C1=NC=C(C=C1O)N1N=CC=N1 2-{3-[3-(tert-butylamino)pyrrolidin-1-yl]-1,2,4-triazin-6-yl}-5-(2H-1,2,3-triazol-2-yl)pyridin-3-ol ditrifluoroacetate